[Cl-].[Cl-].CC=1C=C(C(=C(C1)[Ti+2]([SiH](C)C)C=1C(C2=CC=CC=C2C1)[Si](C)(C)C)OC1=CC=CC=C1)C(C1=CC=CC=C1)C1=CC=CC=C1 5-methyl-2-phenoxy-3-benzhydryl-(1-trimethylsilyl-indenyl)dimethylsilyl-phenyl-titanium dichloride